C1=CC=CC=2C3=CC=CC=C3C(C12)OC(N(CC(=O)NC(C(=O)NC1=CC=C(C=C1)CBr)CC1=CC=CC=C1)C)=O (9H-fluoren-9-yl)methyl(2-((1-((4-(bromomethyl)phenyl)amino)-1-oxo-3-phenylpropan-2-yl)amino)-2-oxoethyl)carbamate